((R)-2-((S)-2-((S)-2-amino-3-(2-(4-(tert-butyl)phenyl)-1H-imidazol-4-yl)propanamido)-6-octanamido-hexanamido)-3-(p-tolyl)propanoyl)-L-tyrosine N[C@H](C(=O)N[C@H](C(=O)N[C@@H](C(=O)N[C@@H](CC1=CC=C(C=C1)O)C(=O)O)CC1=CC=C(C=C1)C)CCCCNC(CCCCCCC)=O)CC=1N=C(NC1)C1=CC=C(C=C1)C(C)(C)C